3,3-dicyclopropyl-N-[4-(3,5-dimethyl-1H-pyrazol-4-yl)phenyl]-2-[5-(3-pyridylmethyl)-4H-1,2,4-triazol-3-yl]propanamide C1(CC1)C(C(C(=O)NC1=CC=C(C=C1)C=1C(=NNC1C)C)C1=NN=C(N1)CC=1C=NC=CC1)C1CC1